C(C(=O)C)C1(CN(C1)C(=O)OC(C)(C)C)C(C(=O)OCC)(F)F tert-butyl 3-acetonyl-3-(2-ethoxy-1,1-difluoro-2-oxo-ethyl)azetidine-1-carboxylate